4-caproyl-morpholine C(CCCCC)(=O)N1CCOCC1